propyloctadeca-9,12-dienoate C(CC)OC(CCCCCCCC=CCC=CCCCCC)=O